ClC(CC1=CC(=C(C=C1)C)Cl)(F)F 2-Chloro-1-(3-chloro-4-methylphenyl)-2,2-difluoroethan